P([O-])(O)O.[NH4+] monoammonium phosphite